C(C)(C)(C)OC(=O)NC=1SC2=C(N1)C(=C(C=C2F)F)C2=C(C=C1C3=C(C=NC1=C2F)N=C2N3CCN(C2)C(=O)OC(C)(C)C)Cl tert-butyl 3-(2-((tert-butoxycarbonyl) amino)-5,7-difluorobenzo[d]thiazol-4-yl)-2-chloro-4-fluoro-10,11-dihydropyrazino[1',2':1,2]imidazo[4,5-c]quinoline-9(8H)-carboxylate